N-(3-(2-(3-benzyl-3,8-diazabicyclo[3.2.1]octan-8-yl)-5-(2-((2,2-dioxido-2-thiaspiro[3.3]heptan-6-yl)amino)pyrimidin-4-yl)thiazol-4-yl)-2-fluorophenyl)-2,6-difluorobenzenesulfonamide C(C1=CC=CC=C1)N1CC2CCC(C1)N2C=2SC(=C(N2)C=2C(=C(C=CC2)NS(=O)(=O)C2=C(C=CC=C2F)F)F)C2=NC(=NC=C2)NC2CC1(CS(C1)(=O)=O)C2